N-[2-(dimethylamino)ethyl]-N,N',N'-trimethylethane-1,2-diamine CN(CCN(CCN(C)C)C)C